FC(OC1=CC=C(CN2CC=CC=C2)C=C1)(F)F 1-(4-(trifluoromethoxy)benzyl)pyridine